FC(OC1=C(C=C(C(=O)O)C=C1)OCC(C)C)F 4-(difluoromethoxy)-3-isobutoxybenzoic acid